L-4-nitrobenzene butyrate C(CCC)(=O)O.[N+](=O)([O-])C1=CC=CC=C1